Bis(3-methylindolyl)-2-pyridylmethane CC1=C(NC2=CC=CC=C12)C(C1=NC=CC=C1)C=1NC2=CC=CC=C2C1C